Undec-7,10-diene CCCCCCC=CCC=C